4-(4-iodo-1H-imidazol-1-yl)piperidine IC=1N=CN(C1)C1CCNCC1